C(CCCC)C=1C=C2C=CC(=CC2=CC1)C1(CC=C(C=C1)N)NC1=CC=CC=C1 1-(6-amyl-naphthalene-2-yl)-N1-phenyl-benzene-1,4-diamine